triethylamine hydrogen fluoride benzyl-N-[1-(2-cyano-5-isobutyl-phenyl)azetidin-3-yl]carbamate C(C1=CC=CC=C1)OC(NC1CN(C1)C1=C(C=CC(=C1)CC(C)C)C#N)=O.F.C(C)N(CC)CC